[OH-].C(C(=C)C)(=O)OCC[N+](CCCS(=O)(=O)O)(C)C [2-(methacryloyloxy)ethyl]dimethyl-[3-sulfopropyl]ammonium hydroxide